potassium (8-chloronaphthalen-1-yl)difluoroborane fluoride [F-].ClC=1C=CC=C2C=CC=C(C12)B(F)F.[K+]